ethyl 2-((3,5-dichloro-4-((2-methyl-2'-oxospiro[cyclopropane-1,3'-indolin]-5'-yl)oxy)phenyl)amino)-2-oxoacetate ClC=1C=C(C=C(C1OC=1C=C2C3(C(NC2=CC1)=O)C(C3)C)Cl)NC(C(=O)OCC)=O